ClC=1C(=CC(=C(C(=O)NC(C(=O)O)C2=CC=CC=C2)C1)F)OCC1CCCC1 2-(5-chloro-4-(cyclopentylmethoxy)-2-fluorobenzamido)-2-phenylacetic acid